ClC=1C(=C(C=CC1)NC1=NC=CC2=C(C(=CC=C12)C)NC(=O)C=1C=2C=CN=C(C2C=CC1)NCC1=C(C=C(C=C1)OC)OC)F N-(1-((3-chloro-2-fluorophenyl)amino)-6-methylisoquinolin-5-yl)-1-((2,4-dimethoxybenzyl)amino)isoquinoline-5-carboxamide